4-benzyloxy-N,N'-diphenyl-benzoyl-hydrazine C(C1=CC=CC=C1)OC1=CC=C(C(=O)N(NC2=CC=CC=C2)C2=CC=CC=C2)C=C1